1-(4-chloro-2-nitrophenyl)-4-(trimethylsilyl)-1H-1,2,3-triazole ClC1=CC(=C(C=C1)N1N=NC(=C1)[Si](C)(C)C)[N+](=O)[O-]